4-((3-bromopyridin-2-yl)methyl)-1-(tert-butoxycarbonyl)piperidine-4-carboxylic acid BrC=1C(=NC=CC1)CC1(CCN(CC1)C(=O)OC(C)(C)C)C(=O)O